FC=1C(=C(C=NC1C)O[C@H]1C[C@H](CC1)NC(OC(C)(C)C)=O)C1=CC=NO1 tert-butyl ((1S,3R)-3-((5-fluoro-4-(isoxazol-5-yl)-6-methylpyridin-3-yl)oxy)cyclopentyl)carbamate